ClC=1C=C2C=NN(C2=C(C1)C(=O)NC1CC2(CC(C2)CC(=O)O)C1)CC=1SC(=CC1)C(F)(F)F 2-(6-(5-chloro-1-((5-(trifluoromethyl)thiophen-2-yl)methyl)-1H-indazol-7-carboxamido)spiro[3.3]hept-2-yl)acetic acid